1,3,7-trimethyl-8-(3-(4-(trifluoromethyl)phenoxy)propoxy)-3,7-dihydro-1H-purine-2,6-dione CN1C(N(C=2N=C(N(C2C1=O)C)OCCCOC1=CC=C(C=C1)C(F)(F)F)C)=O